[Sn+4].BrC1=C(C(=CC(=C1)C(C(F)(F)F)(C(F)(F)F)F)C(F)(F)F)NC(C1=C(C(=CC=C1)N1OCC2=C(C1=O)C=CC=C2)F)=S N-(2-bromo-4-(perfluoropropan-2-yl)-6-(trifluoromethyl)phenyl)-2-fluoro-3-(4-oxo-1,4-dihydro-3H-benzo[d][1,2]oxazin-3-yl)thiobenzamide tin (IV)